C(C)N1CCC(CC1)N1CCN(CC1)C1CCN(CC1)C1=C(C=NC2=CC=C(C=C12)OC(F)(F)F)S(=O)(=O)C1=C(C=C(C=C1)OCCCCCCCCCCCCCCCCCCCC)F 4-(4-(4-(1-ethylpiperidin-4-yl)piperazin-1-yl)piperidin-1-yl)-3-((2-fluoro-4-(icosyloxy)phenyl)sulfonyl)-6-(trifluoromethoxy)quinoline